2-octyl-2,3-dihydro-1H-indene C(CCCCCCC)C1CC2=CC=CC=C2C1